C(C)(C)(C)OC(=O)N1[C@@H]2[C@H](C[C@H]1C(=O)O)CCC2 (2S,3aS,6aS)-1-(tert-butoxycarbonyl)octahydrocyclopenta[b]pyrrole-2-carboxylic acid